7,8-dichloro-10-(4,4,5,5-tetramethyl-1,3,2-dioxaborolan-2-yl)-3,4,5,6-tetrahydroazepino[4,5-b]indol-2(1H)-one ClC1=C(C=C(C=2C3=C(NC12)CCNC(C3)=O)B3OC(C(O3)(C)C)(C)C)Cl